C(C)(C)C=1C(=CC2=C(N(C(N2)=O)C2CCC(CC2)N2CC(C2)OC)C1)C=1C=C(C=2N(C1)N=CN2)OC 6-Isopropyl-5-(8-methoxy-[1,2,4]triazolo[1,5-a]pyridin-6-yl)-1-(4-(3-methoxyazetidin-1-yl)cyclohexyl)-1,3-dihydro-2H-benzo[d]imidazol-2-on